3-((5-cyano-6-(trifluoromethyl)-1H-benzo[d]imidazol-2-yl)amino)-N-hydroxybenzamide C(#N)C1=CC2=C(NC(=N2)NC=2C=C(C(=O)NO)C=CC2)C=C1C(F)(F)F